C(C)(C)N1N=C(C=C1)C=1C(=C2C(=NC(=NN2C1)C=1N(C=CN1)C)NC=1C(=NC=CC1)OC)C 6-(1-Isopropyl-1H-pyrazol-3-yl)-N-(2-methoxypyridin-3-yl)-5-methyl-2-(1-methyl-1H-imidazol-2-yl)pyrrolo[2,1-f][1,2,4]triazin-4-amine